nonane-diamine terephthalate C(C1=CC=C(C(=O)O)C=C1)(=O)O.C(CCCCCCCC)(N)N